C1(CC1)S(=O)(=O)NC1=NC=CC(=N1)C(C(=O)NC1=CC=C(C=N1)C=1C=NC=C(C1)OCC(F)(F)F)CC 2-(2-(cyclopropanesulfonamido)pyrimidin-4-yl)-N-(5'-(2,2,2-trifluoroethoxy)-[3,3'-bipyridin]-6-yl)butanamide